[14C]([C@H](O)C)(=O)O D-lactic acid-14C